7-amino-2-(difluoromethyl)-3-ethyl-5-(methylthio)pyrazolo[1,5-a]pyrimidine-6-carbonitrile NC1=C(C(=NC=2N1N=C(C2CC)C(F)F)SC)C#N